N[C@H](COC1=CC=2C=3C=C4C(=C(C3N(C2C=C1)C)C)C=CN=C4C(=O)N[C@@H](CN(C)C)C)C 9-[(2S)-2-aminopropoxy]-N-[(1R)-2-(dimethylamino)-1-methyl-ethyl]-5,6-dimethyl-pyrido[4,3-b]carbazole-1-carboxamide